The molecule is an ammonium ion resulting from the protonation of the nitrogen of the tertiary amino group of lomitapide. It is an ammonium ion derivative and an organic cation. It is a conjugate acid of a lomitapide. C1C[NH+](CCC1NC(=O)C2=CC=CC=C2C3=CC=C(C=C3)C(F)(F)F)CCCCC4(C5=CC=CC=C5C6=CC=CC=C64)C(=O)NCC(F)(F)F